C(C)(C)(C)C=1N=C(N(C1)C(=O)NCCCC(F)(F)F)OC (tert-butyl)-2-methoxy-N-(4,4,4-trifluorobutyl)-1H-imidazole-1-carboxamide